2-(trimethylsilyl)ethyl carbonate C(OCC[Si](C)(C)C)([O-])=O